5-([1,2,4]triazolo[1,5-a]pyridin-7-yl)-N-(2-oxaspiro[3.5]nonan-7-yl)-7H-pyrrolo[2,3-d]pyrimidin-2-amine N=1C=NN2C1C=C(C=C2)C2=CNC=1N=C(N=CC12)NC1CCC2(COC2)CC1